N-(6-bromothiazolo[4,5-b]pyrazin-2-yl)-4-(2-methoxyphenyl)-2-methylpyrimidine-5-carboxamide BrC=1N=C2C(=NC1)N=C(S2)NC(=O)C=2C(=NC(=NC2)C)C2=C(C=CC=C2)OC